2-((2-fluorotetrahydro-1H-pyrrolizin-7a(5H)-yl)methoxy)-4-methoxy-5,6,7,8-tetrahydropyrido[3,4-d]pyrimidine FC1CC2(CCCN2C1)COC=1N=C(C2=C(N1)CNCC2)OC